((3R)-1-methyl-2-oxo-8-((2-(trifluoromethyl)phenyl)methyl)-1,2,3,4-tetrahydroquinolin-3-yl)urea CN1C([C@@H](CC2=CC=CC(=C12)CC1=C(C=CC=C1)C(F)(F)F)NC(=O)N)=O